FC(CN(C=1C=C(C=C(C1)F)C#CC(C)(O)C)C1=NC2=C(C=3C=CC=C(C13)F)N(N=N2)C)F 4-(3-((2,2-difluoroethyl)(6-fluoro-1-methyl-1H-[1,2,3]triazolo[4,5-c]isoquinolin-5-yl)amino)-5-fluorophenyl)-2-methylbut-3-yn-2-ol